(4-bromo-1-methyl-1H-benzo[d]imidazol-2-yl)methanol BrC1=CC=CC=2N(C(=NC21)CO)C